pentanoyl butyryl peroxide C(CCC)(=O)OOC(CCCC)=O